CC=1C=C(C=C(C1)C)NC(=O)NC=1C=C(C(=O)N)C=CC1N1CCN(CC1)C(C1=CC=CC=C1)C1=CC=CC=C1 3-[[[(3,5-dimethylphenyl)amino]carbonyl]amino]-4-[4-(diphenylmethyl)-1-piperazinyl]-benzamide